1-ethyl-3,5-diisopropyl-benzene C(C)C1=CC(=CC(=C1)C(C)C)C(C)C